O=C1NC(CC[C@H]1N1CCC2=C(C=CC=C12)N1CCC(CC1)CC(=O)OC(C)(C)C)=O |r| racemic-tert-butyl 2-[1-[1-(2,6-dioxo-3-piperidyl)indolin-4-yl]-4-piperidyl]acetate